FC=1C=C(C=CC1F)C(C(=O)O)CO (3,4-difluorophenyl)-3-hydroxypropionic acid